6-allyloxy-3-[3-[(thiazol-2-ylamino)methyl]pyrazol-1-yl]-1,6-diazabicyclo[3.2.1]oct-3-en-7-one C(C=C)ON1C2C=C(CN(C1=O)C2)N2N=C(C=C2)CNC=2SC=CN2